C(CC)C1=NC2=C(N1CC1=CC=C(C=C1)C=1C(=CC=CC1)C(=O)O)C=C(C=C2C)C2=NC1=C(N2C)C=CC=C1 4'-[2-n-propyl-4-methyl-6-(1-methylbenzimidazol-2-yl)-benzoimidazol-1-ylmethyl]-biphenyl-2-carboxylic acid